FC=1C=C(C=CC1OC)C=1C=C2C=CC(=NC2=CC1)N1CCC(CC1)C(=O)OCC ethyl 1-(6-(3-fluoro-4-methoxyphenyl)quinolin-2-yl)piperidine-4-carboxylate